3-(2-fluorobenzyl)-8-methoxy-5-methyl-3,5-dihydro-4H-pyridazino[4,5-b]indol-4-one FC1=C(CN2N=CC3=C(N(C=4C=CC(=CC34)OC)C)C2=O)C=CC=C1